O[C@H]1CC[C@@]2([C@H]3CC[C@@]4([C@H](CC[C@H]4[C@@H]3CC=C2C1)[C@@H](CCC(=O)N(OC)CC(C)C)C)C)C (R)-4-((3S,8S,9S,10R,13R,14S,17R)-3-hydroxy-10,13-dimethyl-2,3,4,7,8,9,10,11,12,13,14,15,16,17-tetradecahydro-1H-cyclopenta[a]phenanthren-17-yl)-N-isobutyl-N-methoxypentanamide